8-Oxo-2-deoxyguanosine C1C(C(OC1N2C3=C(C(=O)NC(=N3)N)NC2=O)CO)O